(2-(3-fluoro-4-(trifluoromethoxy)phenoxy)ethyl)carbamic acid tert-butyl ester C(C)(C)(C)OC(NCCOC1=CC(=C(C=C1)OC(F)(F)F)F)=O